((1s,3s)-3-hydroxy-3-methylcyclobutyl)(6-(4-methyl-3-(trifluoromethyl)benzyl)-2-azaspiro[3.3]hept-2-yl)methanone OC1(CC(C1)C(=O)N1CC2(C1)CC(C2)CC2=CC(=C(C=C2)C)C(F)(F)F)C